OC1=CC=C(C=C1)C(CCCC(C)(C1=CC=C(C=C1)O)C1=CC=C(C=C1)O)C1=CC=C(C=C1)O bis(4-hydroxyphenyl)propyl-bis(4-hydroxyphenyl)propane